OC1(CN(CC1)C=1C=CC2=C(SC(=C2)C(=O)O)C1)C 6-(3-Hydroxy-3-methylpyrrolidin-1-yl)benzo[b]thiophene-2-carboxylic acid